7-[2-(4-ethyl-1-piperazinyl)ethoxy]-3-acetylcoumarin oxime C(C)N1CCN(CC1)CCOC1=CC=C2C=C(C(OC2=C1)=NO)C(C)=O